C(C(C)C)C=1N=CC2=C(N1)NC=C2C2=CC=1N(C=C2)N=CC1C(=O)NC1CCN(CC1)C 5-(2-isobutyl-7H-pyrrolo[2,3-d]pyrimidin-5-yl)-N-(1-methylpiperidin-4-yl)pyrazolo[1,5-a]pyridine-3-carboxamide